O1C(=CC=C1)C=1CCN(CC1)CC=1C=C2CN(C(C2=CC1)=O)C1C(NC(CC1)=O)=O 3-(5-((4-(Furan-2-yl)-3,6-dihydropyridin-1(2H)-yl)methyl)-1-oxoisoindolin-2-yl)piperidine-2,6-dione